FC=1C(=NC(=NC1)NC=1C=C(C=CC1)NC(C=C)=O)NC1=CC=C(C=C1)OCCOC N-(3-(5-fluoro-4-(4-(2-methoxyethoxy)phenylamino)pyrimidin-2-ylamino)phenyl)acrylamide